6-methyl-2-[({5-[3-(trifluoromethoxy)phenyl]-1,3-oxazol-2-yl}methyl)sulfanyl]pyrimidin-4-amine CC1=CC(=NC(=N1)SCC=1OC(=CN1)C1=CC(=CC=C1)OC(F)(F)F)N